C(C1=CC=CC=C1)OC=1C(=C2CCC(OC2=C(C1C)C)(C)CCC=C(CCC=C(C)C)C)C 6-(benzyloxy)-2-(4,8-bisMethyl-nonan-3,7-dien-1-yl)-2,5,7,8-tetramethyl-chromane